C(C1=CC=CC=C1)C#N benzyl cyanide